O1CCC(CC1)NC(=O)NC1SC2C(N1)=CC1=COC[C@@H]2N1C(=O)OC(C)(C)C tert-Butyl (4S,8S)-2-{[(oxan-4-yl)carbamoyl]amino}-tetrahydro-5H-4,8-epiminooxocino[5,4-d][1,3]thiazole-10-carboxylate